CC1(OB(OC1(C)C)C1=CC(=CC2=C1SC1=C2C=C(C=C1C1=CC=CC=C1)C1=CC=CC=C1)C1=CC=CC=C1)C 4,4,5,5-tetramethyl-2-(2,6,8-triphenyldibenzo[b,d]thiophen-4-yl)-1,3,2-dioxaborolan